C(C)OC1=C(C=C(C=C1)C1=NOC(=N1)C1CCN(CC1)C(CNC(C1=CC=CC=C1)=O)=O)OC N-[2-[4-[3-(4-ethoxy-3-methoxy-phenyl)-1,2,4-oxadiazol-5-yl]-1-piperidyl]-2-oxo-ethyl]benzamide